FC=1C(=NC(=NC1)NC1CCN(CC1)C(=O)OC(C)(C)C)C1=CC(=CC=C1)N1C(OCC1)=O tert-butyl 4-((5-fluoro-4-(3-(2-oxooxazolidin-3-yl)phenyl)pyrimidin-2-yl)amino)piperidine-1-carboxylate